1-(tert-butylsulfonyl)-2,3-dihydro-1H-pyrrolo[3,2-c]pyridin C(C)(C)(C)S(=O)(=O)N1CCC=2C=NC=CC21